COC(=O)C1CCN(CC1)C(=O)C1=NN(C(=C1)Br)C1OCCN1 1-[5-bromo-1-(oxazolidin-2-yl)pyrazole-3-carbonyl]Piperidine-4-carboxylic acid methyl ester